C(#N)\C=C\1/[C@@H](N(C1)C(=O)OC(C)(C)C)C tert-butyl (S,Z)-3-(cyanomethylene)-2-methylazetidine-1-carboxylate